FC=1C(=CC=C2CN(C(C12)=O)CC1=CC=C(C=C1)OC)OC 7-fluoro-6-methoxy-2-[(4-methoxyphenyl)methyl]Isoindolin-1-one